C1(CC1)C(=O)NC1=NC=C(C(=O)N)C(=C1)NC1=C(C(=CC=C1)C=1C=NN(C1)[C@H]1C2(CC2)CCC1)OC (R)-6-(cyclopropanecarboxamido)-4-((2-methoxy-3-(1-(spiro[2.4]heptan-4-yl)-1H-pyrazol-4-yl)phenyl)amino)nicotinamide